6-Bromo-4-(6-(((6-methoxypyridin-3-yl)methyl)-3,6-diazabicyclo[3.1.1]hept-3-yl)pyridin-3-yl)pyrazolo[1,5-a]pyridine-3-carbonitrile BrC=1C=C(C=2N(C1)N=CC2C#N)C=2C=NC(=CC2)N2CC1(NC(C2)C1)CC=1C=NC(=CC1)OC